1-(4-methylphenyl)-3,3-difluorocyclohexene CC1=CC=C(C=C1)C1=CC(CCC1)(F)F